OC=1C=C2CC[C@@H]([C@@H](C2=CC1)C1=CC=C(C=C1)N1CCC(CC1)C=O)C(C)C 1-(4-((1R,2R)-6-hydroxy-2-isopropyl-1,2,3,4-tetrahydronaphthalen-1-yl)phenyl)piperidine-4-carbaldehyde